bis(3-trifluoromethyl-4-aminophenyl)-terephthalamide FC(C=1C=C(C=CC1N)C=1C(=C(C(=O)N)C=CC1C(=O)N)C1=CC(=C(C=C1)N)C(F)(F)F)(F)F